N-[2-[4-(aminomethyl)cyclohexyl]-6-(1-hydroxy-1-methyl-ethyl)indazol-5-yl]-6-(trifluoromethyl)pyridine-2-carboxamide NCC1CCC(CC1)N1N=C2C=C(C(=CC2=C1)NC(=O)C1=NC(=CC=C1)C(F)(F)F)C(C)(C)O